N1N=CC(=C1)C1=NNC2=CC(=CC=C12)NC=1C=C(C=CC1)NC(=O)NC1=CC(=CC=C1)F 1-(3-((3-(1H-pyrazol-4-yl)-1H-indazol-6-yl)amino)phenyl)-3-(3-fluorophenyl)urea